methyl (2R)-5-(4-ethoxyphenyl)-2-(1,4,7,10-tetraazacyclododecan-1-yl)pentanoate C(C)OC1=CC=C(C=C1)CCC[C@H](C(=O)OC)N1CCNCCNCCNCC1